COC(=O)C=1NC(C=CC1)=O.C(#N)C1CN(C1)C1=CC(=CC(=N1)N1CC2(C=3C=NC(=CC31)NC(C)=O)CC2)C N-(1'-(6-(3-cyanoazetidin-1-yl)-4-methylpyridin-2-yl)-1',2'-dihydrospiro[cyclopropane-1,3'-pyrrolo[3,2-c]pyridin]-6'-yl)acetamide Methyl-6-oxo-1,6-dihydropyridine-2-carboxylate